2-((3-bromo-1-methyl-1H-1,2,3-triazol-4-yl)methyl)-7-(trifluoromethyl)imidazo[1,2-a]pyridine BrN1NN(C=C1CC=1N=C2N(C=CC(=C2)C(F)(F)F)C1)C